3-Chloro-11-azatricyclo[6.2.1.02,7]undeca-2,4,6-triene hydrochloride Cl.ClC1=C2C3CCC(C2=CC=C1)N3